ClC=1C(=CC(=NC1)NC(=O)[C@@H]1C[C@@H](CCC1)NC(CC)=O)C1=CC2=C(N=C3N2C(CC3)(C)C)C(=C1)F (1S,3R)-N-(5-chloro-4-(5-fluoro-1,1-dimethyl-2,3-dihydro-1H-benzo[d]pyrrolo[1,2-a]imidazol-7-yl)pyridin-2-yl)-3-propionamidocyclohexane-1-carboxamide